CC(=O)CCCCCCCCCCCCCCCC n-Hexadecyl methyl ketone